Cl.N1CCC(CC1)C=1C(NC=2CCCCC2C1)=O 3-(piperidin-4-yl)-5,6,7,8-tetrahydroquinolin-2(1H)-one hydrochloride